2-tert-butyl-1,3-oxazole-4-carboxylic acid C(C)(C)(C)C=1OC=C(N1)C(=O)O